C(C)(C)[C@H]1[C@@H](C[C@@H](CC1)C)OC(CCC(=O)O)=O 4-(((1r,2s,5r)-2-isopropyl-5-methylcyclohexyl)oxy)-4-oxobutanoic acid